FC1=CC=C(C=C1)N1N=CC(=C1)C=1C=C(N)C=CC1 3-(1-(4-fluorophenyl)-1H-pyrazol-4-yl)aniline